FC1=CC=C(C=C1)C=1C=C2C(=C(C(N(C2=NC1)CCN1CCOCC1)=O)C(=O)NC1CC2(CC2)C1)O 6-(4-fluorophenyl)-4-hydroxy-1-(2-morpholinoethyl)-2-oxo-N-(spiro[2.3]hex-5-yl)-1,2-dihydro-1,8-naphthyridine-3-carboxamide